FC=1C=C(C=C(C1)F)[C@@H]1CCN2N1C(C1(C2)CCN(CC1)C=1C=2N(C(=CC1)C#N)N=CC2)=O (S)-4-(7'-(3,5-difluorophenyl)-1'-oxodihydro-1'H,3'H,5'H-spiro[piperidine-4,2'-pyrazolo[1,2-a]pyrazol]-1-yl)pyrazolo[1,5-a]pyridine-7-carbonitrile